8-[(1R)-1-[(5-Chloroimidazo[1,2-a]pyridin-8-yl)amino]ethyl]-3,6-dimethyl-2-(3-pyridyl)chromen-4-one ClC1=CC=C(C=2N1C=CN2)N[C@H](C)C=2C=C(C=C1C(C(=C(OC21)C=2C=NC=CC2)C)=O)C